C(#N)C1=CC=C(C=C1)C1N(CCC(C1)=C)C(=O)OCC1=CC=CC=C1 benzyl 2-(4-cyanophenyl)-4-methylenepiperidine-1-carboxylate